5-bromo-3-[(1R)-1-(5-fluoropyridin-2-yl)ethoxy]-2-nitropyridine BrC=1C=C(C(=NC1)[N+](=O)[O-])O[C@H](C)C1=NC=C(C=C1)F